Bis(benzoyl)benzene C(C1=CC=CC=C1)(=O)C1=C(C=CC=C1)C(C1=CC=CC=C1)=O